n-tricosene C=CCCCCCCCCCCCCCCCCCCCCC